methyl 2-(1H-pyrazol-5-yl)acetate N1N=CC=C1CC(=O)OC